1-methyldiethoxysilyl-2-bis(4-methylpiperazin-1-yl)methylsilyl-ethylene C[Si](C=C[SiH2]C(N1CCN(CC1)C)N1CCN(CC1)C)(OCC)OCC